5-{2-amino-[1,2,4]triazolo[1,5-a]pyridin-7-yl}-2-methoxy-N-{[2-(prop-2-ylsulfanyl)phenyl]methyl}pyridine-3-carboxamide NC1=NN2C(C=C(C=C2)C=2C=C(C(=NC2)OC)C(=O)NCC2=C(C=CC=C2)SC(C)C)=N1